2-[(3,4-Dimethoxyphenyl)Methyl]-4H-1,2,4-Triazol-3-One COC=1C=C(C=CC1OC)CN1N=CNC1=O